6-(1,3-dimethylpyrazol-4-yl)-N-[2-methyl-5-[[2-[(2S)-2-methylpyrrolidin-1-yl]acetyl]amino]-3-pyridyl]triazolo[1,5-a]pyridine-3-carboxamide CN1N=C(C(=C1)C=1C=CC=2N(C1)N=NC2C(=O)NC=2C(=NC=C(C2)NC(CN2[C@H](CCC2)C)=O)C)C